O=S1(CC2(C1)CCN(CC2)C2=C(C=C(C=C2)N2C(O[C@H](C2)CNC(OCC)=O)=O)F)=O ethyl (S)-((3-(4-(2,2-dioxido-2-thia-7-azaspiro[3.5]nonan-7-yl)-3-fluorophenyl)-2-oxooxazolidin-5-yl)methyl)carbamate